1,3,5-tris-hydroxymethyl-2,4,6-triiodobenzene OCC1=C(C(=C(C(=C1I)CO)I)CO)I